C1(=CC=CC2=CC=CC(=C12)COC1=C(C2=CC=CC=C2C=C1)C1=C(C=CC2=CC=CC=C12)OCCO)COC1=C(C2=CC=CC=C2C=C1)C1=C(C=CC2=CC=CC=C12)OCCO 2,2'-[naphthalene-1,8-diylbis(methyleneoxy[1,1'-binaphthalene]-2',2-diyloxy)]-di(ethan-1-ol)